NC1=NC=NN2C1=C(C=C2C2CCN(CC2)C(C(C)C)=O)C2=CC=C(C=C2)NC(=O)C=2C(N(C(=C(C2)C(F)F)C)C2=NC=CC=C2)=O N-(4-(4-Amino-7-(1-isobutyrylpiperidin-4-yl)pyrrolo[2,1-f][1,2,4]triazin-5-yl)phenyl)-5-(difluoromethyl)-6-methyl-2-oxo-2H-[1,2'-bipyridine]-3-carboxamide